DL-β-ethylphenethyl alcohol C(C)C(CO)C1=CC=CC=C1